4-(2-fluoro-5-(((tetrahydro-2H-pyran-2-yl)oxy)methyl)phenyl)-6-methylnicotinic acid FC1=C(C=C(C=C1)COC1OCCCC1)C1=CC(=NC=C1C(=O)O)C